ClC1=CC=C2C3(C(N(C2=C1)C=1C=NN(C1)CC(C)C)=O)CC1=CC=C(C=C1C3)C(=O)O 6'-chloro-1'-(1-isobutyl-1H-pyrazol-4-yl)-2'-oxo-1,3-dihydro-spiro[indene-2,3'-indoline]-5-carboxylic acid